1-(4-chlorophenyl)-6-((2,6-dimethylpyrimidin-4-yl)amino)-1,2-dihydro-3H-pyrazolo[4,3-c]pyridin-3-one ClC1=CC=C(C=C1)N1NC(C=2C=NC(=CC21)NC2=NC(=NC(=C2)C)C)=O